N-(3-(trifluoromethyl)phenyl)pyrazino[1',2':1,5]pyrazolo[4,3-b][1,6]naphthyridin FC(C=1C=C(C=CC1)N1CC=2N(N=C3C2N=C2C=CN=CC2=C3)C=C1)(F)F